FC1=CC=C2C=CN(C(C2=C1)=O)C 7-fluoro-2-methylisoquinolin-1-one